N,N-di(hydroxyethyl)-2,4-dinitroaniline OCCN(C1=C(C=C(C=C1)[N+](=O)[O-])[N+](=O)[O-])CCO